3-[3-(22,28-Difluoro-10-oxo-24-oxa-3,11,19,30-tetrazapentacyclo-[23.3.1.12,5.015,23.016,20]triaconta-1(28),2,4,15(23),16(20),17,21,25(29),26-nonaen-6-yl)phenyl]propanoic acid FC1=CC=2NC=CC2C=2CCCNC(CCCC(C3=CN=C(C4=C(C=CC(OC12)=C4)F)N3)C=3C=C(C=CC3)CCC(=O)O)=O